palladium platinum [Pt].[Pd]